BrC=1N=C(N2C1C(=NC=C2/C=C/CCCCCC(=O)OC(C)(C)C)NCC2=C(C=C(C=C2)OC)OC)[C@H]2C[C@@H](CCC2)NC(=O)OC(C)(C)C tert-butyl (E)-8-[1-bromo-3-[(1R,3R)-3-(tert-butoxycarbonylamino)cyclohexyl]-8-[(2,4-dimethoxyphenyl)methylamino]imidazo[1,5-a]pyrazin-5-yl]oct-7-enoate